OC1=C(C=C(C=2C(C3=C(C=CC(=C3C(C12)=O)N)O)=O)N)Cl 1,5-dihydroxy-4,8-diamino-2-chloroanthraquinone